rac-benzyl 5-((diethoxyphosphoryl)(hydroxy)methyl)benzo[b]thiophene-2-carboxylate C(C)OP(=O)(OCC)[C@H](C1=CC2=C(SC(=C2)C(=O)OCC2=CC=CC=C2)C=C1)O |r|